3-(1-(8-amino-1-methylimidazo[1,5-a]pyrazin-3-yl)ethyl)-5-chloro-6-fluoro-N-(1-(hydroxymethyl)cyclopropyl)-2-isopropoxybenzamide NC=1C=2N(C=CN1)C(=NC2C)C(C)C=2C(=C(C(=O)NC1(CC1)CO)C(=C(C2)Cl)F)OC(C)C